NC1=C(C(=NN1C(C)C)C=1C=NC(=CC1)C(C(=O)NC1=CC(=NO1)C(CC)(C)C)C)C(=O)N 5-amino-3-[6-[2-[[3-(1,1-dimethylpropyl)isoxazol-5-yl]amino]-1-methyl-2-oxo-ethyl]-3-pyridyl]-1-isopropyl-pyrazole-4-carboxamide